coumaroyl-piperidine C(\C=C\C1=CC=C(C=C1)O)(=O)N1CCCCC1